CC1=C(C2=C(N=CN=C2NC2(CC2)C)O1)C(=O)N1CCC(CC1)C1=NN(C=C1)C(C)C 6-methyl-N-(1-methylcyclopropyl)-5-{4-[1-(propan-2-yl)-1H-pyrazol-3-yl]piperidine-1-carbonyl}furo[2,3-d]pyrimidin-4-amine